2-methyl-5-(methylsulfonyl)benzenesulfonamide CC1=C(C=C(C=C1)S(=O)(=O)C)S(=O)(=O)N